2-(3-Isopropyl-2-(8-methyl-[1,2,4]triazolo[1,5-a]pyridin-6-yl)-1H-indol-5-yl)-4-methylmorpholin C(C)(C)C1=C(NC2=CC=C(C=C12)C1CN(CCO1)C)C=1C=C(C=2N(C1)N=CN2)C